C1(CCC1)C[C@@H](N)C(=O)O D-3-cyclobutylalanine